butyltin oxide hydroxide hydrate O.[OH-].C(CCC)[Sn+]=O